CC(CCC[Mg]Br)CC(CC(CC(CCC)C)C)C 4,6,8,10-tetramethyltridecylmagnesium bromide